N-(6-amino-5-methylpyridin-3-yl)-2-((2R,5S)-5-methyl-2-(2-(tetrahydrofuran-3-yl)benzo[d]thiazol-5-yl)piperidin-1-yl)-2-oxoacetamide NC1=C(C=C(C=N1)NC(C(=O)N1[C@H](CC[C@@H](C1)C)C=1C=CC2=C(N=C(S2)C2COCC2)C1)=O)C